N1=CC=C2N1C=CC(=C2)C2=CNC=1N=C(N=CC12)N 5-(pyrazolo[1,5-a]pyridin-5-yl)-7H-pyrrolo[2,3-d]pyrimidin-2-amine